C(C)(C)(C)OC(=O)N[C@@H](CNC1=C(SC2=C1C=1N=CC(=NC1C=C2)OC)C(=O)[O-])C (R)-9-((2-((tert-butoxycarbonyl)amino)propyl)amino)-3-methoxythieno[3,2-f]quinoxaline-8-carboxylate